(3S,4S)-tert-butyl 3-hydroxy-4-(methylamino)pyrrolidine-1-carboxylate O[C@H]1CN(C[C@@H]1NC)C(=O)OC(C)(C)C